[Cl-].CC=1C=C(CN2C(=[N+]([C@H]([C@@H]2C2=CC=CC=C2)C2=CC=CC=C2)CC2=CC(=CC(=C2)C)C)N=C2N[C@H]([C@@H](N2)C2=CC=CC=C2)C2=CC=CC=C2)C=C(C1)C (4S,5S)-1,3-bis(3,5-dimethylbenzyl)-2-(((4S,5S)-4,5-diphenylimidazolidin-2-ylidene)amino)-4,5-diphenyl-4,5-dihydro-1H-imidazol-3-ium chloride